4-(4-(2-(5-amino-8-(furan-2-yl)-1-methyl-2-oxo-1H-[1,2,4]triazolo[5,1-i]purin-3(2H)-yl)ethyl)piperazin-1-yl)-3-fluoro-N-(2-morpholinoethyl)benzamide NC=1N2C(C=3N(C(N(C3N1)CCN1CCN(CC1)C1=C(C=C(C(=O)NCCN3CCOCC3)C=C1)F)=O)C)=NC(=N2)C=2OC=CC2